N1[C@@H](CCC1)C(=O)O[C@H]1[C@](C=C2C(C(C3(C(=C12)C)CC3)(C)O)=O)(C)CO[Si](C)(C)C(C)(C)C (2'S,3'R)-2'-(((tert-butyldimethylsilyl)oxy)methyl)-6'-hydroxy-2',4',6'-trimethyl-7'-oxo-2',3',6',7'-tetrahydrospiro[cyclopropane-1,5'-inden]-3'-yl L-prolinate